C12=C(NC(=O)N1)NC(=O)N(C2=O)S mercaptouric acid